2-chloro-4-fluoro-5-(((2R)-2-(trifluoromethyl)tetrahydrofuran-3-yl)ethynyl)pyridine ClC1=NC=C(C(=C1)F)C#CC1[C@@H](OCC1)C(F)(F)F